6-(2'-Methoxy-4'-methyl-3,4,5,6-tetrahydro-2H-[1,3']bipyridinyl-4-yl)-2-methyl-4-(2-trifluoromethyl-benzyl)-2,4,6,7-tetrahydro-[1,2,3]triazolo[4,5-d]pyrimidin-5-on COC1=NC=CC(=C1N1CCC(CC1)N1C(N(C=2C(C1)=NN(N2)C)CC2=C(C=CC=C2)C(F)(F)F)=O)C